ClC=1C(N(N=C(C1Cl)CC)C1=NC=C(C=C1Cl)C(F)(F)F)=O 4,5-dichloro-2-[3-chloro-5-(trifluoromethyl)pyridin-2-yl]-6-ethylpyridazin-3(2H)-one